CN1C(C=CC2=C1N=C(N=C2)S(=O)(=O)C)=O 8-methyl-2-(methylsulfonyl)pyrido-[2,3-d]pyrimidin-7(8H)-one